C1(CC1)C1=C(C=NN1C[C@@H](COC)O)C1=CC=2N(C=C1)N=CC2C(=O)OC methyl (S)-5-(5-cyclopropyl-1-(2-hydroxy-3-methoxypropyl)-1H-pyrazol-4-yl)pyrazolo[1,5-a]pyridine-3-carboxylate